5-chloro-N-(1-ethyl-1H-pyrazol-4-yl)-4-(((3R,5S)-5-methylpyrrolidin-3-yl)oxy)-7H-pyrrolo[2,3-d]pyrimidin-2-amine ClC1=CNC=2N=C(N=C(C21)O[C@H]2CN[C@H](C2)C)NC=2C=NN(C2)CC